6-isopropyl-1H-pyrrolo[2,3-b]Pyridine C(C)(C)C1=CC=C2C(=N1)NC=C2